FC(C=1C=NC=CC1N1CC2(CC1=O)CCNCC2)(F)F 2-(3-(trifluoromethyl)pyridin-4-yl)-2,8-diazaspiro[4.5]decan-3-one